C(C1=CC=CC=C1)(=O)C1=C(C(=O)N)C=CC(=C1)Br 2-benzoyl-4-bromobenzamide